NC1=CC=C(C=C1)C(C(=O)OCC)(C)C ethyl 2-(4-aminophenyl)-2-methylpropanoate